1-bromo-4-methoxy-2-(2-(4-nitrophenoxy)ethyl)benzene BrC1=C(C=C(C=C1)OC)CCOC1=CC=C(C=C1)[N+](=O)[O-]